F\C=C(\CNC(OC(C)(C)C)=O)/COC1=CC2=C(N=C(O2)N2CC(CC2)C)C=C1 tert-butyl (Z)-(3-fluoro-2-(((2-(3-methylpyrrolidin-1-yl)benzo[d]oxazol-6-yl)oxy)methyl)allyl)carbamate